C(C=CC=CC)=O 2,4-HEXADIENAL